(R)-7-methoxy-3-methyl-1-((1-(3-nitro-5-(trifluoromethyl)phenyl)ethyl)amino)pyrido[3,4-d]Pyridazin COC1=CC=2C(=CN(NC2N[C@H](C)C2=CC(=CC(=C2)C(F)(F)F)[N+](=O)[O-])C)C=N1